C1=CC=CC2=C1C1=C(NC=3C=CC=CC13)S2 6H-benzo[4,5]thieno[2,3-b]indole